O[C@@H](C(=O)N[C@H](CO)[C@H](O)C(CCCCCCCCCCCCC(C)C=O)O)CCCCCCCCCCCCCCCCCCCC N-(2R-hydroxy-docosanoyl)-4R-hydroxy-17-methyl-sphinganine